ClC=1C(N(N=CC1N1N=C(C=C1)C)CC1=NC(=NO1)CCC1=CC=C(C=C1)Cl)=O 4-chloro-2-({3-[2-(4-chlorophenyl)ethyl]-1,2,4-oxadiazol-5-yl}methyl)-5-(3-methyl-1H-pyrazol-1-yl)-2,3-dihydropyridazin-3-one